C(C#C)(N)([2H])[2H] prop-2-yn-1,1-d2-1-amine